C(CCC)C1NS(C2=C(N(C1)C1=CC=CC=C1)C=C(C(=C2)O/C=C/C(=O)OC(C)(C)C)SCC)(=O)=O tert-butyl (E)-3-((3-butyl-7-(ethylthio)-1,1-dioxido-5-phenyl-2,3,4,5-tetrahydro-1,2,5-benzothiadiazepin-8-yl)oxy)acrylate